4-methoxy-N1-(2,4,6-trimethylphenyl)-N2-(diisopropylphosphino)benzamidine COC1=CC=C(C(=NP(C(C)C)C(C)C)NC2=C(C=C(C=C2C)C)C)C=C1